1-[3-Hydroxypropyl]-aziridine OCCCN1CC1